vinylcyclohexylmethanol C(=C)C(O)C1CCCCC1